2-hydroxy-4-(3-methoxy-6-methyl-2-nitrophenyl)-7,7-dimethyl-7,8-dihydro-5H-pyrano[4,3-b]pyridine-3-carbonitrile OC1=C(C(=C2C(=N1)CC(OC2)(C)C)C2=C(C(=CC=C2C)OC)[N+](=O)[O-])C#N